FC(C(=O)[O-])(F)F.C(=O)(O)[C@H]1C[C@@H](CN1)NC(CCOCCOCC[N+](C)(C)C)=O 2-(2-(3-(((3S,5R)-5-carboxypyrrolidin-3-yl)amino)-3-oxopropoxy)ethoxy)-N,N,N-trimethylethan-1-aminium 2,2,2-trifluoroacetate